(R)-(3-Aminopyrrolidin-1-yl)(5,6-difluoro-1H-indol-2-yl)methanone N[C@H]1CN(CC1)C(=O)C=1NC2=CC(=C(C=C2C1)F)F